C(C)OC(C1=C(C=C(C(=O)OCC)C(=C1)O)O)=O 2,5-Dihydroxyterephthalic acid diethyl ester